7,8-dichloro-6-(2,6-difluorophenyl)-4-methyl-4H-imidazo[1,2-a][1,4]benzodiazepine ClC1=C(C=CC2=C1C(=NC(C=1N2C=CN1)C)C1=C(C=CC=C1F)F)Cl